(R)-2,2,2-trifluoro-N-(2-hydroxypropyl)-N-methylacetamide FC(C(=O)N(C)C[C@@H](C)O)(F)F